C(C1=CC=CC=C1)OC(=O)NCCCCNC(=O)C1=C[C@H]([C@H]([C@@H](C1)OCCC(=O)OC(C)(C)C)OCCC(=O)OC(C)(C)C)OCCC(=O)OC(C)(C)C tri-tert-butyl 3,3',3''-(((1R,2S,3R)-5-((4-(((benzyloxy)carbonyl)amino)butyl)carbamoyl)cyclohex-4-ene-1,2,3-triyl)tris(oxy))tripropionate